(S)-4-(2-((tert-butoxycarbonyl)amino)-3-(2H-tetrazol-2-yl)propoxy)benzoic acid C(C)(C)(C)OC(=O)N[C@H](COC1=CC=C(C(=O)O)C=C1)CN1N=CN=N1